N-(4'-((3-(cyclopropylmethoxy)-5-(methylsulfonyl)phenyl)amino)-5-(2-hydroxypropan-2-yl)-[2,3'-bipyridin]-6'-yl)acetamide C1(CC1)COC=1C=C(C=C(C1)S(=O)(=O)C)NC1=C(C=NC(=C1)NC(C)=O)C1=NC=C(C=C1)C(C)(C)O